[Ba].[La].[B] boron-lanthanum-barium